FC(OC=1C=C(C=C(C1)OC)C(C#N)C)F [3-(difluoromethoxy)-5-methoxyphenyl]propionitrile